C(=O)(OC(C)(C)C)N1C(OC[C@@H]1CCO)(C)C (S)-N-Boc-2,2-dimethyl-4-(2-hydroxyethyl)oxazolidine